C1(=CC=C(C=C1)C=1OC(=NN1)C(F)(F)F)C 2-p-tolyl-5-trifluoromethyl-1,3,4-oxadiazole